NC=1C=CC(=C2CN(C(C12)=O)CC(C#N)=C)C=1C=C2C(=NNC2=CC1)C=1CCN(CC1)C(C(C)C)=O 2-[(7-amino-4-{3-[1-(2-methylpropanoyl)-1,2,3,6-tetrahydropyridin-4-yl]-1H-indazol-5-yl}-1-oxo-2,3-dihydro-1H-isoindol-2-yl)methyl]prop-2-enenitrile